ethyl 2-({6-[(1,3-benzothiazol-2-yl)amino]-5-methylpyridazin-3-yl}(methyl)amino)-5-[(1E)-2-methyl-3-phenoxyprop-1-en-1-yl]-1,3-thiazole-4-carboxylate S1C(=NC2=C1C=CC=C2)NC2=C(C=C(N=N2)N(C=2SC(=C(N2)C(=O)OCC)\C=C(\COC2=CC=CC=C2)/C)C)C